ClC(CCl)C1=CC=CC=C1 1,2-dichloro-1-phenylethane